(3-bromo-2-methoxy-5,6-dimethylphenyl)methanol BrC=1C(=C(C(=C(C1)C)C)CO)OC